FC1CN(C1)C1=CC=C(C=C1)N1C(N(CC1)C1=NC(=CC=C1)C1=NN=CN1C(C)C)=O 1-(4-(3-fluoroazetidin-1-yl)phenyl)-3-(6-(4-isopropyl-4H-1,2,4-triazol-3-yl)pyridin-2-yl)imidazolidin-2-one